ClC1=C(C=CC=C1C1=NC(=C(C=C1)CNC(CO)C)OC)C1=C(C(=CC=C1)C1=C(C(N(C(N1C)=O)C)=O)C(=O)N)C (2'-chloro-3'-(5-(((1-hydroxypropan-2-yl)amino)methyl)-6-methoxypyridin-2-yl)-2-methyl-[1,1'-biphenyl]-3-yl)-1,3-dimethyl-2,4-dioxo-1,2,3,4-tetrahydropyrimidine-5-carboxamide